ethynyl benzyl sulfide C(C1=CC=CC=C1)SC#C